iridium (triphenylphosphine) C1(=CC=CC=C1)P(C1=CC=CC=C1)C1=CC=CC=C1.[Ir]